ClC1=CC(=C(C=NS(=O)C(C)(C)C)C=C1F)F N-(4-chloro-2,5-difluorobenzylidene)-2-methylpropane-2-sulfinamide